[Si](C)(C)(C(C)(C)C)OC(CC([C@@H](C(=O)N1[C@@H](C[C@H](C1)O)C(N[C@@H](C)C1=CC=C(C=C1)C#C)=O)NC(OC1=CC=CC=C1)=O)(C)C)C phenyl ((2S)-5-((tert-butyldimethylsilyl)oxy)-1-((2S,4R)-2-(((S)-1-(4-ethynylphenyl)ethyl)carbamoyl)-4-hydroxypyrrolidin-1-yl)-3,3-dimethyl-1-oxohexan-2-yl)carbamate